C(C)(C)C=1C(=NNC1C=1C=C(C=2N(C1)N=CN2)OC)C2=CC(=C(C=N2)C2CCC(CC2)N2CCC1(COC1)CC2)C 7-(4-(6-(4-isopropyl-5-(8-methoxy-[1,2,4]triazolo[1,5-a]pyridin-6-yl)-1H-pyrazol-3-yl)-4-methylpyridin-3-yl)cyclohexyl)-2-oxa-7-azaspiro[3.5]nonane